2-(6-(2,5-dichloropyrimidin-4-yl)-4-fluoro-1-oxoisoindolin-2-yl)acetic acid ClC1=NC=C(C(=N1)C1=CC(=C2CN(C(C2=C1)=O)CC(=O)O)F)Cl